N1C=C(C2=CC=CC=C12)C1=CC(=NC=N1)NC=1C=C(C=CC1)NC(CCOCCOCCNC(COC1=C2C(N(C(C2=CC=C1)=O)C1C(NC(CC1)=O)=O)=O)=O)=O N-(3-((6-(1H-indol-3-yl)pyrimidin-4-yl)amino)phenyl)-3-(2-(2-(2-((2-(2,6-dioxopiperidin-3-yl)-1,3-dioxoisoindolin-4-yl)oxy)acetamido)ethoxy)ethoxy)propanamide